C(CCC\C=C/CC)OC(CCC(=O)OCCCCCCCN(CCCCCCCOC(CCC(OCCCC\C=C/CC)OCCCC\C=C/CC)=O)CCCN1C(CCC1)=O)OCCCC\C=C/CC ((3-(2-oxopyrrolidin-1-yl)propyl)azanediyl)bis(heptane-7,1-diyl) bis(4,4-bis(((Z)-oct-5-en-1-yl)oxy)butanoate)